3-methyl-4-ethyl-phenol CC=1C=C(C=CC1CC)O